2,5,5-trimethyl-1,2,3,4,4a,5,6,7-octahydro-2-naphthalenol CC1(CC2=CCCC(C2CC1)(C)C)O